2-(4-acetyl-piperazin-1-yl)-ethanesulfonic acid {4-[6-amino-5-(2-chloro-3,6-difluoro-benzyloxy)-pyridin-3-yl]-phenyl}-amide NC1=C(C=C(C=N1)C1=CC=C(C=C1)NS(=O)(=O)CCN1CCN(CC1)C(C)=O)OCC1=C(C(=CC=C1F)F)Cl